COC1=CC=C(CO[C@H]2[C@H](SC3=CC=C(C=C3)C)O[C@@H]([C@@H]([C@@H]2OCC2=CC=CC=C2)OCC2=CC=CC=C2)C(O)C(CCC(C)=O)=O)C=C1 p-tolyl 2-O-p-methoxybenzyl-3,4-di-O-benzyl-6-acetylpropionyl-1-thio-β-D-galactopyranoside